5'-(2,6-dichloro-4-propionamidophenoxy)-3-fluoro-2'-hydroxy-[1,1'-biphenyl]-4-carboxamide ClC1=C(OC=2C=CC(=C(C2)C2=CC(=C(C=C2)C(=O)N)F)O)C(=CC(=C1)NC(CC)=O)Cl